5'-benzyl-2'-(3-fluoropyridin-4-yl)-4,5,5',6'-tetrahydro-2H-spiro[furan-3,7'-pyrrolo[3,2-c]pyridin]-4'(1'H)-one C(C1=CC=CC=C1)N1C(C2=C(C3(C1)COCC3)NC(=C2)C2=C(C=NC=C2)F)=O